(S,Z)-3-((4-acetamido-3-((tetrahydrofuran-3-yl)oxy)phenyl)amino)-2-cyanopent-2-enoate C(C)(=O)NC1=C(C=C(C=C1)N\C(=C(/C(=O)[O-])\C#N)\CC)O[C@@H]1COCC1